4,4'-diamino-2,2'-bistrifluoromethyl-biphenyl NC1=CC(=C(C=C1)C1=C(C=C(C=C1)N)C(F)(F)F)C(F)(F)F